(E)-3-(quinoxalin-6-yl)-1-(4'-((trifluoromethyl)thio)-[1,1'-biphenyl]-4-yl)prop-2-en-1-one N1=CC=NC2=CC(=CC=C12)/C=C/C(=O)C1=CC=C(C=C1)C1=CC=C(C=C1)SC(F)(F)F